L-α-amino-oxy-β-phenylpropionic acid NO[C@H](C(=O)O)CC1=CC=CC=C1